C(C)(C)(C)OC(=O)N1CCC(CC1)N1N=NC(=C1C)C=1C=C(C=2N(C1)N=CC2)OC.OC(CCP(CCC(C)O)CCC(C)O)C tri(3-hydroxybutyl)phosphine tert-butyl-4-[4-(4-methoxypyrazolo[1,5-a]pyridin-6-yl)-5-methyl-triazol-1-yl]piperidine-1-carboxylate